OCC=1C(=NOC1)CC(C)C=1C=C(C=CC1)NC(OC(C)(C)C)=O tert-butyl (3-(1-(4-(hydroxymethyl)isoxazol-3-yl)propan-2-yl)phenyl)carbamate